NC1CCN(CC1)C=1C=CC(=C(C(=O)N[C@H](C)C2=CC=CC3=CC=CC=C23)C1)C 5-(4-Amino-1-piperidyl)-2-methyl-N-[(1R)-1-(1-naphthyl)ethyl]benzamide